C(C)(C)(C)OC(NCC1=CC=C(C=C1)C1=NN(C(C2=CC=CC=C12)=O)C1=CC=CC=C1)=O (4-(4-oxo-3-phenyl-3,4-dihydro-phthalazin-1-yl)benzyl)carbamic acid tert-butyl ester